tert-butyl 2-(1-{[6-chloro-5-(trifluoromethyl) (2-pyridyl)] amino}-4-methyl-2,5-dioxoazolin-3-yl)acetat ClC1=C(C=CC(=N1)NN1C(C(=C(C1=O)C)CC(=O)OC(C)(C)C)=O)C(F)(F)F